FC(OC1=CC=C(CN2C(=NC3=C2C=NC=C3)CCC(=O)N)C=C1)(F)F 3-[3-(4-trifluoromethoxybenzyl)-3H-imidazo[4,5-c]pyridin-2-yl]-propionamid